FC(CNC(=O)C=1C=NN2C1C=C(C=C2)C2=CNC=1N=C(N=CC12)NCCC(F)(F)F)F N-(2,2-difluoroethyl)-5-(2-((3,3,3-trifluoropropyl)amino)-7H-pyrrolo[2,3-d]pyrimidin-5-yl)pyrazolo[1,5-a]pyridine-3-carboxamide